N-ethyl-N-pentylurea C(C)N(C(=O)N)CCCCC